COC(C[C@@H]1N(CC2=C(NC1=O)SC(=C2)C)C(=O)OCC2=CC=CC=C2)=O benzyl (S)-3-(2-methoxy-2-oxoethyl)-7-methyl-2-oxo-1,2,3,5-tetrahydro-4H-thieno[2,3-e][1,4]diazepine-4-carboxylate